5,6-dihydro-7H-pyrrolo[2,3-d]Pyrimidine-7-carboxylic acid tert-butyl ester C(C)(C)(C)OC(=O)N1CCC2=C1N=CN=C2